BrC1=NN(C2=C1C=NC(=C2)Cl)C2=NC(=NC(=C2)C)C(C)(F)F 3-bromo-6-chloro-1-(2-(1,1-difluoroethyl)-6-methylpyrimidin-4-yl)-1H-pyrazolo[4,3-c]pyridine